Bromo-1,4-dioxan BrC1OCCOC1